FC(CC1N(CCNC1)C(=O)OC(C)(C)C)F tert-Butyl 2-(2,2-difluoroethyl)piperazine-1-carboxylate